3-phenyl-5-(p-methoxyphenyl)-4-(trifluoromethyl)-1H-pyrazole C1(=CC=CC=C1)C1=NNC(=C1C(F)(F)F)C1=CC=C(C=C1)OC